C1(=CC=CC=C1)N1C(CCCC1)=O 1-phenylpiperidone